pyrimidine-2,4-diamine N1=C(N=C(C=C1)N)N